2-[(12AR)-8,10-difluoro-1,2,3,4,12,12a-hexahydro-6H-pyrazino[2,1-c][1,4]benzoxazepin-9-yl]-3-ethylphenol FC=1C(=C(C2=C(CN3[C@@H](CO2)CNCC3)C1)F)C1=C(C=CC=C1CC)O